ClC1=C(C=CC=C1Cl)N1CCN(CC1)CCC1(CCC(CC1)NC(=O)N)F 1-(cis-4-(2-(4-(2,3-dichlorophenyl)piperazin-1-yl)ethyl)-4-fluorocyclohexyl)urea